C1(CC1)CNC(NC1=NC=CC(=C1)CN1CCN(CC1)C=1C=CC(=NC1)C(=O)NC)=O 5-(4-((2-(3-(cyclopropylmethyl)ureido)pyridin-4-yl)methyl)piperazin-1-yl)-N-methylpicolinamide